CC(C(N)N)CC(CC)(C)C 2,4,4-trimethyldiaminohexane